BrC/C=C/C(=O)N1C=CCC1 (E)-4-bromo-1-(pyrrolin-1-yl)but-2-en-1-one